(4-bromo-2-methylphenyl)ethylamine hydrochloride Cl.BrC1=CC(=C(C=C1)CCN)C